ClC1=C(C(=CC=C1Cl)F)[C@]1(CN(CC1)C(C=C)=O)NC1=CC=C2CCN(C(C2=C1)=O)CC(=O)N 2-(7-{[(3R)-3-(2,3-Dichloro-6-fluorophenyl)-1-(prop-2-enoyl)pyrrolidin-3-yl]amino}-1-oxo-3,4-dihydroisoquinolin-2-yl)acetamide